6-[8-(1,3-benzothiazol-2-ylcarbamoyl)-3,4-dihydroisoquinolin-2(1H)-yl]-3-[5-cyano-1-(cyclohexylmethyl)-2-methyl-1H-pyrrol-3-yl]pyridine-2-carboxylic acid S1C(=NC2=C1C=CC=C2)NC(=O)C=2C=CC=C1CCN(CC21)C2=CC=C(C(=N2)C(=O)O)C2=C(N(C(=C2)C#N)CC2CCCCC2)C